C(C)(=O)C1=CC=2C=C3N(CCN(C3)C(CCOCC3NCC3)=O)C2N=C1 2-((3-(3-acetyl-8,9-dihydropyrido[3',2':4,5]pyrrolo[1,2-a]pyrazin-7(6H)-yl)-3-oxopropoxy)methyl)azetidin